BrC1=CC=C(C(=N1)C=O)C1CCOCC1 6-bromo-3-(tetrahydro-2H-pyran-4-yl)pyridinecarboxaldehyde